COCCN(C=1N=C(C2=C(N1)C(=NC(=N2)N(CCOC)CCOC)N2CC(C2)(C(F)(F)F)O)N2CC(N(CC2)C)=O)CCOC 4-(2,6-bis(bis(2-methoxyethyl)amino)-8-(3-hydroxy-3-(trifluoromethyl)azetidin-1-yl)pyrimido[5,4-d]pyrimidin-4-yl)-1-methylpiperazin-2-one